7-(1-(benzyloxy)ethyl)-2-(methylthio)-8-(3,4,5-trifluorophenyl)pyrazolo[1,5-a][1,3,5]triazin-4(3H)-one C(C1=CC=CC=C1)OC(C)C1=NN2C(N=C(NC2=O)SC)=C1C1=CC(=C(C(=C1)F)F)F